(pent-4-enamide) 6-((tetrahydro-2H-pyran-2-yl)oxy)caproate O1C(CCCC1)OCCCCCC(=O)O.C(CCC=C)(=O)N